COC1=CC=C(C=C1)NC[C@@H]1CC[C@H](CC1)C(=O)O trans-4-(P-trans-4-methoxyphenyl)aminomethylcyclohexanecarboxylic acid